4-(3-((2-hydroxyethyl)amino)propanoyl)-3,4-dihydroquinoxalin OCCNCCC(=O)N1CC=NC2=CC=CC=C12